C1(CC1)CS(=O)(=O)C1=CC=C(C=C1)[C@@H](CC(=O)N)C1=NC2=C(N1)C(=C(C(=C2)Cl)N2CCC(CC2)(F)F)Cl (R)-3-(4-((cyclopropylmethyl)sulfonyl)phenyl)-3-(5,7-dichloro-6-(4,4-difluoropiperidin-1-yl)-1H-benzo[d]imidazol-2-yl)propanamide